CC1=C(C(=O)N)C=CC=C1C 2,3-dimethylbenzamide